methanyl acetate C(C)(=O)OC